COC1=CC=C(C=C1)C1=COC2=CC(=CC=C2C1=O)OCCCN(C1CCNCC1)C 3-(4-methoxyphenyl)-7-(3-(methyl-(piperidin-4-yl)amino)propoxy)-4H-chromen-4-one